N[C@H]1C2N(CC1CC2)C(=O)C2=CC1=C(N(C(=N1)C1=CC=3C(=NC(=CC3)C3=CC=CC(N3)=O)N1CC1CC1)C)C(=C2)OC 6-(2-{5-[(7R)-7-amino-2-azabicyclo[2.2.1]heptane-2-carbonyl]-7-methoxy-1-methyl-1H-1,3-benzodiazol-2-yl}-1-(cyclopropylmethyl)-1H-pyrrolo[2,3-b]pyridin-6-yl)-1,2-dihydropyridin-2-one